N1=NC(=CC2=C1C1=C(CCC2)C=CC=C1)N1N=C(N=C1N)NC1=CC(=C(C=C1)N1CCC(CC1)C1NCC2C1CN(C2)C)F 1-(6,7-dihydro-5H-benzo[6,7]cyclohepta[1,2-c]pyridazin-3-yl)-N3-(3-fluoro-4-(4-(5-methyloctahydropyrrolo[3,4-c]pyrrolyl)piperidin-1-yl)phenyl)-1H-1,2,4-triazole-3,5-diamine